6-((5-cyano-1-methyl-1H-pyrazol-3-yl)amino)-4-((3-(5-fluoropyrimidin-2-yl)-2-methoxyphenyl)amino)-N-(methyl-d3)nicotinamide C(#N)C1=CC(=NN1C)NC1=NC=C(C(=O)NC([2H])([2H])[2H])C(=C1)NC1=C(C(=CC=C1)C1=NC=C(C=N1)F)OC